N-Acetyl-D-Galactosamine CC(=O)N[C@@H](C=O)[C@H]([C@H]([C@@H](CO)O)O)O